NC1=NN2C(N=C(C=C2)C=2C=C3CN(C(C3=C(C2)S(=O)(=O)CC2CC2)=O)[C@@H](C)C2CC2)=C1C(=O)NC1CC1 2-amino-N-cyclopropyl-5-{2-[(1S)-1-cyclopropylethyl]-7-cyclopropylmethanesulfonyl-1-oxo-2,3-dihydro-1H-isoindol-5-yl}pyrazolo[1,5-a]pyrimidine-3-carboxamide